N-[(5-chlorothiophen-2-yl)methyl]-1-(2-methoxybenzoyl)-3-[1-(2,2,2-trifluoroethyl)piperidin-4-yl]-1H-pyrazol-5-amine ClC1=CC=C(S1)CNC1=CC(=NN1C(C1=C(C=CC=C1)OC)=O)C1CCN(CC1)CC(F)(F)F